ClC1([C@H]([C@@H]1C1=CC=C(C=C1)C(F)F)C1=CC=C(C=C1)OC)Cl trans-1-(2,2-Dichloro-3-(4-(difluoromethyl)phenyl)cyclopropyl)-4-methoxybenzene